1-((3R,4S)-4-((4-((5-(furan-2-yl)-2-methoxyphenyl)amino)-7-methoxyquinazolin-6-yl)oxy)-3-methylpiperidin-1-yl)prop-2-en-1-one O1C(=CC=C1)C=1C=CC(=C(C1)NC1=NC=NC2=CC(=C(C=C12)O[C@@H]1[C@@H](CN(CC1)C(C=C)=O)C)OC)OC